1'-[(tert-butoxy)carbonyl]-7-formyl-2H-spiro[1-benzofuran-3,3'-pyrrolidine]-6-carboxylic acid C(C)(C)(C)OC(=O)N1CC2(CC1)COC1=C2C=CC(=C1C=O)C(=O)O